C(C)(=O)N[C@@H]([C@H](C)CC)C(=O)O N-Acetylalloisoleucine